3-bromo-8-methoxy-6,6-dimethyl-6H-benzo[b]naphtho[2,3-d]furan-11-one BrC=1C=CC2=C(OC3=C2C(C2=CC=C(C=C2C3(C)C)OC)=O)C1